C1(CCCCC1)P(C1=C(C=CC=C1)C1=C(C=CC=C1OC)OC)C1CCCCC1 dicyclohexyl-(2-(2,6-dimethoxyphenyl)phenyl)phosphane